4-(4-hydroxy-4-methylpentyl)-3-cyclohexeneformaldehyde OC(CCCC1=CCC(CC1)C=O)(C)C